(2RS)-2-(5-fluoro-2-hydroxy-phenyl)-2-(6-iodo-1-oxo-isoindolin-2-yl)-N-thiazol-2-yl-acetamide FC=1C=CC(=C(C1)[C@H](C(=O)NC=1SC=CN1)N1C(C2=CC(=CC=C2C1)I)=O)O |r|